5-(1-(difluoromethyl)-1H-pyrazol-4-yl)-3-((4-isopropylphenyl)amino)-4H-benzo[e][1,2,4]thiadiazine 1,1-dioxide FC(N1N=CC(=C1)C1=CC=CC2=C1NC(=NS2(=O)=O)NC2=CC=C(C=C2)C(C)C)F